N-(4-fluorobenzyl)-2-nitroaniline FC1=CC=C(CNC2=C(C=CC=C2)[N+](=O)[O-])C=C1